1-(5-(2-(7-carboxy-7-methyloctyl)phenyl)pentyl)cyclopropane C(=O)(O)C(CCCCCCC1=C(C=CC=C1)CCCCCC1CC1)(C)C